CS(=O)(=O)NC1=C(C=C(C=C1)[N+](=O)[O-])OC2CCCCC2 The molecule is a C-nitro compound that is N-methylsulfonyl-4-nitroaniline bearing an additional cyclohexyloxy substituent at position 2. It has a role as a cyclooxygenase 2 inhibitor and an antineoplastic agent. It is a sulfonamide, an aromatic ether and a C-nitro compound. It derives from a 4-nitroaniline.